CC=1SC2=C(N(C=3C(N(N=CC32)CC=3C=C(C=CC3)NC(OC(C)(C)C)=O)=O)C)N1 tert-butyl (3-((2,4-dimethyl-5-oxo-4,5-dihydro-6H-thiazolo[5',4':4,5]pyrrolo[2,3-d]pyridazin-6-yl)methyl)phenyl)carbamate